C1=CC=C(C=C1)C2=CC(=CC(=C2)Cl)Cl The molecule is a dichlorobiphenyl that is 1,3-dichlorobenzene in which the hydrogen at position 5 has been replaced by a phenyl group. It is a dichlorobiphenyl and a dichlorobenzene.